(R)-3-(2-((tert-Butyldimethylsilyl)oxy)ethyl)-1-oxo-2-azaspiro[4.4]non-7-ene-2-carboxylic acid tert-butyl ester C(C)(C)(C)OC(=O)N1C(C2(C[C@@H]1CCO[Si](C)(C)C(C)(C)C)CC=CC2)=O